[NH4+].ClC=1C=C(C=C(C1OC1=NNC(C2=C1C=NC=C2)=O)Cl)N2N=C(C(NC2=O)=O)C#N 2-(3,5-dichloro-4-((1-oxo-1,2-dihydropyrido[3,4-d]pyridazin-4-yl)oxy)phenyl)-3,5-dioxo-2,3,4,5-tetrahydro-1,2,4-triazine-6-carbonitrile ammonium salt